2-chloro-5-fluoro-6-(7-methoxy-6-morpholinoimidazo[1,2-b]pyridazin-3-yl)nicotinonitrile ClC1=C(C#N)C=C(C(=N1)C1=CN=C2N1N=C(C(=C2)OC)N2CCOCC2)F